BrC1=C(C(=CC(=C1)C)C)NC1=CC=C(C=2C(C3=CC=CC=C3C(C12)=O)=O)NC1=C(C=C(C=C1C)C)Br 1,4-bis((2-bromo-4,6-dimethylphenyl)amino)-9,10-anthracenedione